C(C=O)(=O)OCC ethyl glyoxylate